3,5-dimethylaminoadamantanone CNC12C(C3CC(CC(C1)(C3)NC)C2)=O